2'-chloro-5-hydroxy-1,6-dihydro-[1,1'-biphenyl]-3(2H)-one ClC1=C(C=CC=C1)C1CC(C=C(C1)O)=O